(3-aminooxetan-3-yl)methanol NC1(COC1)CO